FC(C=1C(=C(C=CC1)[C@@H](C)NC1=C2C(=NC(=N1)C)N1C(C(=C2)C(=O)OC)=NN=N1)F)F methyl (R)-6-((1-(3-(difluoromethyl)-2-fluorophenyl)ethyl)amino)-8-methyltetrazolo[1',5':1,6]pyrido[2,3-d]pyrimidine-4-carboxylate